C(#N)C1=C(SC2=C1CN(CC2)CC2=CC(=CC=C2)F)NC(CC=2C=C1CNCC1=CC2)=O N-(3-Cyano-5-(3-fluorobenzyl)-4,5,6,7-tetrahydrothieno[3,2-c]pyridin-2-yl)-2-(isoindolin-5-yl)acetamid